C(C)(C)(C)OC(=O)N1[C@H](CC[C@@H](C1)NC(COC1=CC(=C(C=C1)Cl)F)=O)C(NC1=C(C=C(C=C1)C(F)(F)F)O)=O (2R,5S)-5-[2-(4-chloro-3-fluorophenoxy)acetamido]-2-{[2-hydroxy-4-(trifluoromethyl)phenyl]carbamoyl}piperidine-1-carboxylic acid tert-butyl ester